(R,E)-7-phenyl-6-(3-(2-(trifluoromethoxy)phenyl)acryloyl)-4-oxa-6-azaspiro[2.4]heptane C1(=CC=CC=C1)[C@H]1N(COC12CC2)C(\C=C\C2=C(C=CC=C2)OC(F)(F)F)=O